copper β-phthalocyanine C1=CC=C2C(=C1)C3=NC4=NC(=NC5=NC(=NC6=NC(=NC2=N3)C7=CC=CC=C76)C8=CC=CC=C85)C9=CC=CC=C94.[Cu]